N-(8-fluoro-2-methylimidazo[1,2-a]pyridin-6-yl)-2-methyl-4-(octahydropyrrolo[3,2-b]pyridin-1-yl)indazole-7-carboxamide FC=1C=2N(C=C(C1)NC(=O)C1=CC=C(C3=CN(N=C13)C)N1CCC3NCCCC31)C=C(N2)C